BrC1=C(C=CC=C1)C=1C(=CC=CC1)C1=CC=C(C=C1)Cl 2-bromo-4''-chloro-1,1':2',1''-terphenyl